2,3,9,10,16,17,23,24-octakis(octyloxy)-29H,31H-phthalocyanine CCCCCCCCOC1=CC2=C3NC(=C2C=C1OCCCCCCCC)N=C4C5=CC(=C(C=C5C(=N4)N=C6C7=CC(=C(C=C7C(=NC8=NC(=N3)C9=CC(=C(C=C98)OCCCCCCCC)OCCCCCCCC)N6)OCCCCCCCC)OCCCCCCCC)OCCCCCCCC)OCCCCCCCC